C1(CC1)N1N=CC(=C1)[C@@H]1O[C@@H](CN(C1)C1=NC(=C2N(C(=NC2=N1)N(C)C)C)C1=C(C=C(C=C1)F)F)C 2-((2S,6R)-2-(1-cyclopropyl-1H-pyrazol-4-yl)-6-methylmorpholino)-6-(2,4-difluorophenyl)-N,N,7-trimethyl-7H-purin-8-amine